CC1=CC=C(C2=C1OCC21CC1)OC1=CC=C(C=N1)N1C(NC2=C1C=NC=C2)=O 3-[6-(7-methyl-spiro[2H-benzofuran-3,1'-cyclopropan]-4-yl)oxy-3-pyridinyl]-1H-imidazo[4,5-c]pyridin-2-one